FC1=C(C=C(C=C1)C1N(CC(CC1)C)C(C(=O)OCC(F)(F)F)=O)C 2,2,2-trifluoroethyl 2-[2-(4-fluoro-3-methyl-phenyl)-5-methyl-1-piperidyl]-2-oxo-acetate